1,2-dichloro-1,1-difluoropropane ClC(C(C)Cl)(F)F